CC=1C=CC(=NC1)C1=C(C=C(C=C1)C)[N+](=O)[O-] 5-methyl-2-(4-methyl-2-nitrophenyl)pyridine